O[C@@](C#CC1=CC=C(C(=O)OC)C=C1)(CC)COC Methyl (R)-4-(3-hydroxy-3-(methoxy-methyl)pent-1-yn-1-yl)benzoate